2-(5-(((1R,4R,5R,6S)-6-fluoro-1,2-dimethyl-2-azabicyclo[2.2.1]heptan-5-yl)oxy)-1,3,4-thiadiazol-2-yl)-5-(1H-imidazol-1-yl)phenol F[C@@H]1[C@@H]([C@H]2CN([C@@]1(C2)C)C)OC2=NN=C(S2)C2=C(C=C(C=C2)N2C=NC=C2)O